ClC1=CC=C(C(=N1)C(F)(F)F)B(O)O 6-CHLORO-2-(TRIFLUOROMETHYL)PYRIDINE-3-BORONIC ACID